C[C@H]1CC[C@@H](NC1)C1=CC(=CC=C1)OC[C@H]1CN(CC1)C (2R,5S)-5-methyl-2-(3-(((R)-1-methylpyrrolidin-3-yl)methoxy)phenyl)piperidine